FC=1C=CC(=C2C=C(NC12)C(=O)N1[C@@H]([C@H]2C([C@H]2C1)(C)C)C(=O)N[C@H](C=O)C[C@H]1C(NCC1)=O)C (1R,2S,5S)-3-(7-Fluoro-4-methyl-1H-indole-2-carbonyl)-6,6-dimethyl-N-((S)-1-oxo-3-((S)-2-oxopyrrolidin-3-yl)propan-2-yl)-3-azabicyclo[3.1.0]hexane-2-carboxamide